C(#N)C=1C(C=2C=CC=C3C=CC=C(C1)C23)C#N dicyanophenalene